methyl (1R,2S,5S)-3-((S)-3,3-dimethyl-2-(2,2,2-trifluoroacetamido)butanoyl)-6,6-dimethyl-3-azabicyclo[3.1.0]hexane-2-carboxylate CC([C@@H](C(=O)N1[C@@H]([C@H]2C([C@H]2C1)(C)C)C(=O)OC)NC(C(F)(F)F)=O)(C)C